[Cu].[Bi].[Sn] tin bismuth copper